4-((1R,5S)-3,8-diazabicyclo[3.2.1]octan-3-yl)-7-(8-chloronaphthalen-1-yl)-8-fluoro-2-(((3R,7aR)-3-(fluoromethyl)tetrahydro-1H-pyrrolizin-7a(5H)-yl)methoxy)pyrido[4,3-d]pyrimidine [C@H]12CN(C[C@H](CC1)N2)C=2C1=C(N=C(N2)OC[C@@]23CCCN3[C@H](CC2)CF)C(=C(N=C1)C1=CC=CC2=CC=CC(=C12)Cl)F